6-(oxetan-3-yl)-2,6-diazaspiro[3.3]heptan-2-carbothioamide O1CC(C1)N1CC2(CN(C2)C(N)=S)C1